2-(5-bromo-3-(ethylsulfonyl)pyridin-2-yl)-1-methyl-1H-imidazole-5-carbaldehyde BrC=1C=C(C(=NC1)C=1N(C(=CN1)C=O)C)S(=O)(=O)CC